O1[C@H](COCC1)CN1N=C2C3=C(CCC2=C1)OC(=C3C(F)(F)F)C(=O)NCC3=NC=CN=C3 2-[(2S)-1,4-dioxan-2-ylmethyl]-N-(pyrazin-2-ylmethyl)-8-(trifluoromethyl)-4,5-dihydro-2H-furo[2,3-g]indazole-7-carboxamide